ClC1=C(C(=O)O)C=CC(=C1COCC(F)(F)F)S(=O)(=O)C 2-chloro-3-(trifluoroethoxymethyl)4-(methylsulfonyl)benzoic acid